C1=CC(=C(C=C1Br)Br)OC2=C(C=C(C=C2)Br)Br 2,2',4,4'-Tetrabromodiphenyl ether